Trans-3-(2-chloro-5-fluorophenyl)-1-[(methylcarbamoyl)methyl]-5-oxo-N-[3-(trifluoromethyl)cyclohexyl]piperazine-2-carboxamide ClC1=C(C=C(C=C1)F)[C@H]1[C@@H](N(CC(N1)=O)CC(NC)=O)C(=O)NC1CC(CCC1)C(F)(F)F